6,7-dimethyl-9-[4-(trifluoromethyl)phenyl]-9H-carbazole-3-carboxylic acid CC=1C=C2C=3C=C(C=CC3N(C2=CC1C)C1=CC=C(C=C1)C(F)(F)F)C(=O)O